(4-(2-(dimethylamino)ethyl)piperazin-1-yl)-6-(3,5-dimethylisoxazol-4-Yl)-N-(2-methoxybenzyl)quinazolin-4-amine CN(CCN1CCN(CC1)C1=NC2=CC=C(C=C2C(=N1)NCC1=C(C=CC=C1)OC)C=1C(=NOC1C)C)C